3-(6-methoxypyrimidin-4-yl)-9-methyl-3,4,7,15-tetraazatricyclo[12.3.1.02,6]Octadeca-1(18),2(6),4,14,16-pentaen-8-one trifluoroacetate FC(C(=O)O)(F)F.COC1=CC(=NC=N1)N1C=2C=3C=CN=C(CCCCC(C(NC2C=N1)=O)C)C3